C(CCCCCC(=O)OCC(CCCC)CC)(=O)OCC(CCCC)CC di(2-ethylhexyl) heptanediate